C(C)(C)(C)[S@@](=O)N[C@@](CC(=O)OC)(CCC=C)CC Methyl (R)-3-(((R)-tert-butylsulfinyl) amino)-3-ethyl-6-heptenoate